N-[(1S)-1-[(1R)-7-[1-(difluoromethyl)pyrazol-4-yl]tetralin-1-yl]-2-[4-(3,5-dimethyl-1H-pyrazol-4-yl)anilino]-2-oxo-ethyl]-1-fluoro-cyclopropanecarboxamide FC(N1N=CC(=C1)C1=CC=C2CCC[C@H](C2=C1)[C@@H](C(=O)NC1=CC=C(C=C1)C=1C(=NNC1C)C)NC(=O)C1(CC1)F)F